5-(2,6-dimethylphenyl)-2-oxa-9λ6-thia-6,8,15,18,24-pentaazatetracyclo[16.3.1.13,7.110,14]tetracosa-3(24),4,6,10,12,14(23)-hexaene-9,9,16-trione CC1=C(C(=CC=C1)C)C1=CC=2OC3CCCN(CC(NC=4C=CC=C(S(NC(=N1)N2)(=O)=O)C4)=O)C3